N6,N6-Dipropyl-N2-((6-(4-(2-(methylsulfonyl)pyrimidin-5-yl)-1H-1,2,3-triazol-1-yl)hexanoyl)-L-valyl)-L-lysine C(CC)N(CCCC[C@H](NC([C@@H](NC(CCCCCN1N=NC(=C1)C=1C=NC(=NC1)S(=O)(=O)C)=O)C(C)C)=O)C(=O)O)CCC